(S)-dimethyl (1-phenylpropan-2-yl)phosphoramidate C1(=CC=CC=C1)C[C@H](C)NP(OC)(OC)=O